N1=CC=CC=C1.FC(C(=O)O)(F)F trifluoroacetic acid pyridine salt